ClC1=C(C(=C(C=C1OC)OC)Cl)N1C(C=2C(=NC(=NC2)N[C@@H]2COCC[C@@H]2NC(C=C)=O)C2=C1N=CS2)C N-((3S,4S)-3-((4-(2,6-dichloro-3,5-dimethoxyphenyl)-5-methyl-4,5-dihydrothiazolo[5',4':5,6]pyrido[4,3-d]pyrimidin-8-yl)amino)tetrahydro-2H-pyran-4-yl)acrylamide